[N-](S(=O)(=O)C(F)(F)F)S(=O)(=O)C(F)(F)F.C(C=C)N1CN(C=C1)CC 1-allyl-3-ethylimidazole bistrifluoromethanesulfonimide salt